C1(CC1)C1=CC(=NN1)NC(C1=CC(=CC=C1)N1C=CC=2C1=NC=C(C2)C(=O)N2CCC(CC2)(F)F)=O N-(5-cyclopropyl-1H-pyrazol-3-yl)-3-(5-(4,4-difluoropiperidine-1-carbonyl)-1H-pyrrolo[2,3-b]pyridin-1-yl)benzamide